(1R,2S,6R)-2-((4-isopropylphenyl)carbamoyl)-6-(4-(methylamino)phenyl)cyclohexane-1-carboxylic acid C(C)(C)C1=CC=C(C=C1)NC(=O)[C@@H]1[C@@H]([C@@H](CCC1)C1=CC=C(C=C1)NC)C(=O)O